2-{6-[(3R)-3-(cyclobutylamino)pyrrolidin-1-yl]pyridazin-3-yl}-4-fluoro-5-(1H-pyrazol-4-yl)phenol C1(CCC1)N[C@H]1CN(CC1)C1=CC=C(N=N1)C1=C(C=C(C(=C1)F)C=1C=NNC1)O